[Cs].[Br].CC(CCC(=O)C1=C(C(=C(C=C1O)O)C(CC)=O)O)C 4-methyl-1-(2,4,6-trihydroxy-3-propionylphenyl)pentan-1-one bromine cesium